ClC[C@@H](COC1=C(C=C(C=C1)C(C)(C)C1=CC=C(C=C1)OC[C@H](CN1CCSCC1)O)Cl)O (R)-1-chloro-3-(2-chloro-4-(2-(4-((S)-2-hydroxy-3-thiomorpholinopropoxy)phenyl)propan-2-yl)phenoxy)propan-2-ol